ClC1=CC2=C(N=C(N=C2)NC2=C(C=C(C=C2)SCC)C)N(C1=O)C(C)C 6-Chloro-2-(4-ethylsulfanyl-2-methyl-anilino)-8-isopropyl-pyrido[2,3-d]pyrimidin-7-one